4-[[2-(2-Chlorophenyl)acetyl]amino]-N-tetrahydropyran-4-yl-pyridin ClC1=C(C=CC=C1)CC(=O)NC1=CCN(C=C1)C1CCOCC1